N-(3-(3-(3-chloro-4-phenoxyphenyl)-2-oxo-2,3-dihydro-1H-imidazo[4,5-c]pyridin-1-yl)phenyl)acrylamide ClC=1C=C(C=CC1OC1=CC=CC=C1)N1C(N(C2=C1C=NC=C2)C=2C=C(C=CC2)NC(C=C)=O)=O